ClC=1C=C(C=CC1Cl)C1(OC(=C(C1=O)OC(C)=O)N)C 2-(3,4-dichlorophenyl)-2-methyl-4-acetoxy-5-amino-3(2H)-furanone